6-((1-oxa-2-azaspiro[4.5]dec-2-en-3-yl)methyl)-4-(4-(4-chloro-2,3-difluorophenyl)-1H-1,2,3-triazol-1-yl)-2-(hydroxymethyl)-5-methoxytetrahydro-2H-pyran-3-ol O1N=C(CC12CCCCC2)CC2C(C(C(C(O2)CO)O)N2N=NC(=C2)C2=C(C(=C(C=C2)Cl)F)F)OC